C(C1=CC=CC=C1)N1CC(C(CC1)=O)CC1=CNC2=CC(=CC=C12)OC benzyl-3-((6-methoxy-1H-indol-3-yl)methyl)piperidin-4-one